C1(=CC=CC=C1)C=1NC=C(C1)C1=CC=CC=C1 2,4-diphenylpyrrole